C(C1=CC=CC=C1)N1CCC(CC1)CCNC(C1=CC=C(C=C1)C1=CC=C(C=C1)OC(F)(F)F)=O N-[2-(1-benzylpiperidin-4-yl)ethyl]-4-[4-(trifluoromethoxy)phenyl]benzamide